C(#N)C1=C(OC=2C=C3C(N(C=NC3=CC2)C2=CC=C(C=C2)N2CCN(CC2)C(=O)OC(C)(C)C)=O)C(=CC=C1F)F tert-butyl 4-[4-[6-(2-cyano-3,6-difluoro-phenoxy)-4-oxo-quinazolin-3-yl]phenyl]piperazine-1-carboxylate